O[C@H]1C[C@]2(C(C3CCC=4[C@](CCN(C(C4)=O)C)(C13)C)CCC2C(=O)N(C)C)C (5aR,6S,7aS)-6-hydroxy-N,N,3,5a,7a-pentamethyl-2-oxo-2,3,4,5,5a,5b,6,7,7a,8,9,10,10a,10b,11,12-hexadecahydrocyclopenta[5,6]naphtho[1,2-d]azepine-8-carboxamide